CC=1SC(=C(N1)C)C=1N=CC2=C(N1)SC=N2 5-(2,4-dimethylthiazol-5-yl)thiazolo[5,4-d]pyrimidine